((2,6-dibromo-9,10-bis(phenylethynyl)-9,10-dihydroanthracene-9,10-diyl)bis(oxy))bis(trimethylsilane) BrC1=CC=2C(C3=CC=C(C=C3C(C2C=C1)(C#CC1=CC=CC=C1)O[Si](C)(C)C)Br)(C#CC1=CC=CC=C1)O[Si](C)(C)C